ClC1=CC2=C(N(C(N=C2N2[C@H](CN(CC2)C(=O)OC(C)(C)C)C)=O)C=2C(=NC=CC2C)CC)N=C1C1=C(C=CC=C1)F (S)-tert-Butyl 4-(6-chloro-1-(2-ethyl-4-methylpyridin-3-yl)-7-(2-fluorophenyl)-2-oxo-1,2-dihydropyrido[2,3-d]pyrimidin-4-yl)-3-methylpiperazine-1-carboxylate